C(C)(=O)OCCC(/C=C/C=C/C#CC#C/C=C/C)CC(CC)C (2E,8E,10E)-14-acetoxy-12-beta-methylbutyltetradeca-2,8,10-trien-4,6-diyne